epoxycyclohexylmethyldiethoxysilane C12(C(CCCC1)O2)C[SiH](OCC)OCC